N1-(β-D-Ribofuranosyl)-5-aminoimidazole-4-carboxamide [C@@H]1([C@H](O)[C@H](O)[C@H](O1)CO)N1C=NC(=C1N)C(=O)N